C(N)(=N)N1CCC(CC1)CNC(C1=C(C=C(C=C1)NC=1C=2N(C=CN1)C(=CN2)C2=C(C(=C(C=C2)OC)F)F)CC)=O N-[(1-carbamimidoylpiperidin-4-yl)methyl]-4-[[3-(2,3-difluoro-4-methoxyphenyl)imidazo[1,2-a]pyrazin-8-yl]amino]-2-ethylbenzamide